C(C)(C)(C)OC(=O)N1CC(C1)OC(=O)Cl 3-((chlorocarbonyl)oxy)azetidine-1-carboxylic acid tert-butyl ester